COC(=O)C1=NC(=CC(=C1)Cl)Cl 4,6-Dichloropyridine-2-carboxylic acid methyl ester